2-methyl-1,3-Pentanediol dibenzoate C(C1=CC=CC=C1)(=O)OCC(C(CC)OC(C1=CC=CC=C1)=O)C